5-acetyl-6-methyl-4-(thieno[2,3-b]pyridin-3-yl)-2-(trifluoromethyl)-1,4-dihydropyridine-3-carboxylic acid methyl ester COC(=O)C1=C(NC(=C(C1C1=CSC2=NC=CC=C21)C(C)=O)C)C(F)(F)F